BrC1=CC=C(CS(=O)(=O)N2OCC[C@H]2C2=CC=CC=C2)C=C1 (S)-2-((4-bromobenzyl)sulfonyl)-3-phenylisoxazolidine